N,N-bis(4-sec-butylcyclohexyl)-5-(4-sec-butylcyclohexylcarbonylamino)isophthalamide C(C)(CC)C1CCC(CC1)N(C(C1=CC(C(=O)N)=CC(=C1)NC(=O)C1CCC(CC1)C(C)CC)=O)C1CCC(CC1)C(C)CC